2,4-diphenyl-4-methyl-pentene C1(=CC=CC=C1)C(=C)CC(C)(C)C1=CC=CC=C1